benzyl (trans-4-((tert-butoxycarbonyl)amino)cyclohexyl)-(5-(2-methoxypyrimidin-5-yl)pyridin-2-yl)carbamate C(C)(C)(C)OC(=O)N[C@@H]1CC[C@H](CC1)N(C(OCC1=CC=CC=C1)=O)C1=NC=C(C=C1)C=1C=NC(=NC1)OC